5-(2-methyl-1-(tetrahydro-2H-pyran-4-yl)-1H-imidazo[4,5-b]pyridin-6-yl)-N-(tetrahydro-2H-pyran-4-yl)pyrrolo[2,1-f][1,2,4]triazin-2-amine CC=1N(C=2C(=NC=C(C2)C=2C=CN3N=C(N=CC32)NC3CCOCC3)N1)C1CCOCC1